C(C)(C)(C)OC(=O)NC=1SC2=C(N1)C(=C(C(=C2)C)C)B(O)O [2-(tert-butoxycarbonylamino)-5,6-dimethyl-1,3-benzothiazol-4-yl]boronic acid